2-Ethylbutyl (tert-butoxycarbonyl)-L-alaninate C(C)(C)(C)OC(=O)N[C@@H](C)C(=O)OCC(CC)CC